5-fluorophthalate FC1=CC=C(C(C(=O)[O-])=C1)C(=O)[O-]